propargylAzole C(C#C)C=1NC=CC1